4-(4-acryloylpiperazin-1-yl)-7-(naphthalen-1-yl)-5,6,7,8-tetrahydro-1,7-naphthyridine-2-carboxylic acid C(C=C)(=O)N1CCN(CC1)C1=CC(=NC=2CN(CCC12)C1=CC=CC2=CC=CC=C12)C(=O)O